1-Cyclobutyl-N-((2-(4'-fluoro-2'-(4-methyl-4H-1,2,4-triazol-3-yl)-[1,1'-biphenyl]-3-yl)-7-methylbenzo[d]oxazol-5-yl)methyl)methanamine C1(CCC1)CNCC=1C=C(C2=C(N=C(O2)C=2C=C(C=CC2)C2=C(C=C(C=C2)F)C2=NN=CN2C)C1)C